ClC=1C=C(C=CC1OC(F)(F)F)N1C(=NC2=C1C=C(C=C2)N2CCN(CC2)C)C#C 1-(3-chloro-4-(trifluoromethoxy)phenyl)-2-ethynyl-6-(4-methylpiperazin-1-yl)-1H-benzo[d]imidazole